tert-butyl 3,3,4,4,5,5,5-heptafluoro-2-((2-(methacryloyloxy)ethyl)-(methyl)amino)pentanoate FC(C(C(=O)OC(C)(C)C)N(C)CCOC(C(=C)C)=O)(C(C(F)(F)F)(F)F)F